C(CCC)NC1=C(C=C(C=C1)C1=CC=C(N)C=C1)N N-butyl-3-aminobenzidine